FC1=CC2=C(N(C(=N2)NC=2OC3=C(N2)C=C(C=C3)CN3CC(C3)O)C)C=C1 1-({2-[(5-fluoro-1-methyl-1H-1,3-benzodiazol-2-yl)amino]-1,3-benzoxazol-5-yl}methyl)azetidin-3-ol